4-Bromo-6-(methoxymethyl)-2,3-dihydrobenzofuran BrC1=CC(=CC2=C1CCO2)COC